CN([C@H](CCNC(=O)N1CC2=CC=C(C=C2C1)F)C1=CSC=C1)C (R)-N-(3-(dimethylamino)-3-(thiophen-3-yl)propyl)-5-fluoroisoindoline-2-carboxamide